OC=1C=C(C=CC1)C#CCN1C(N(C(C=2N(C(=NC12)S(=O)(=O)C)C)=O)C)=O 3-(3-(3-hydroxyphenyl)prop-2-yn-1-yl)-1,7-dimethyl-8-(methylsulfonyl)-1H-purine-2,6(3H,7H)-dione